anti-2,4-dinitrophenol [N+](=O)([O-])C1=C(C=CC(=C1)[N+](=O)[O-])O